STEAROYL TAURATE NCCS(=O)(=O)OC(CCCCCCCCCCCCCCCCC)=O